Benzo-azole N1C=CC2=C1C=CC=C2